chromium pyrophosphate (diphosphate) [O-]P([O-])(=O)OP(=O)([O-])O.OP(O)(=O)OP(=O)(O)O.[Cr+3]